SCCCN1CN(C2C1N(CN2CCCS)CCCS)CCCS Tetrahydro-1,3,4,6-tetrakis(3-mercaptopropyl)-imidazo[4,5-d]imidazole